C1(CC1)SC1=CC(=C(C(=O)OC)C=C1)N1CC[Si](CC1)(C)C methyl 4-(cyclopropylthio)-2-(4,4-dimethyl-1,4-azasilinan-1-yl)benzoate